ethyl-2-methyl-8-[3-(trifluoromethyl)phenyl]-2H,8H-pyrazolo[3,4-b]indole-5-carboxylate C(C)OC(=O)C=1C=C2C=3C(N(C2=CC1)C1=CC(=CC=C1)C(F)(F)F)=NN(C3)C